C(C)(=O)C=1C(=C(C=C2C(C=C(OC12)C1=CC=C(C=C1)OC)=O)C)OC 8-acetyl-4',7-dimethoxy-6-methylflavone